CN1N=NC(=C1)C=1C=CC=C2C(=NNC12)C=1CN(CCC1)C(=O)OC(C)(C)C tert-Butyl 3-[7-(1-methyl-1,2,3-triazol-4-yl)-1H-indazol-3-yl]-5,6-dihydro-2H-pyridine-1-carboxylate